ClC1=C(C=C2C(=C(NC2=C1F)C1=NN=C(N1)[C@@H](C)F)C=1C=NNC1)OC (R)-6-chloro-7-fluoro-2-(5-(1-fluoroethyl)-4H-1,2,4-triazol-3-yl)-5-methoxy-3-(1H-pyrazol-4-yl)-1H-indole